ClCC(=O)N1CC2=C(CC1)SC(=C2)C2=NOC(=N2)C(F)(F)F 2-Chloro-1-(2-(5-(trifluoromethyl)-1,2,4-oxadiazol-3-yl)-6,7-dihydrothieno[3,2-c]pyridin-5(4H)-yl)ethan-1-one